NC1=NC(=C(C(=N1)NCC1CCCC1)C(=O)O)C=1OC=CC1 amino-4-(cyclopentylmethyl-amino)-6-(2-furyl)pyrimidine-5-carboxylic acid